8-(2-((tert-butyldiphenylsilyl)oxy)ethyl)-7-fluoro-3-(methoxymethoxy)naphthalen-1-yl trifluoromethanesulfonate FC(S(=O)(=O)OC1=CC(=CC2=CC=C(C(=C12)CCO[Si](C1=CC=CC=C1)(C1=CC=CC=C1)C(C)(C)C)F)OCOC)(F)F